P(N)(N)(N)=O phosphoric Triamide